C(C1=CC=CC=C1)NC(C(C(=O)N[C@@H](CC1=CC=CC=C1)OB(O)O)(C)C)=O (R)-(1-(3-(benzylamino)-2,2-dimethyl-3-oxopropionamido)-2-phenylethyl)boric acid